S1C(=CC=C1)CC (thienyl)ethane